C(C)(C)(C)C1=NN(C(=C1)N)C(C)C 3-(tert-butyl)-1-isopropyl-1H-pyrazole-5-amine